2-{[6-({[(1-fluorocyclobutyl)methyl]amino}methyl)imidazo[1,2-a]pyridin-2-yl]methyl}-5-phenyl-1,2-dihydro-2,7-naphthyridin-1-one FC1(CCC1)CNCC=1C=CC=2N(C1)C=C(N2)CN2C(C1=CN=CC(=C1C=C2)C2=CC=CC=C2)=O